2-((1s,4s)-4-(3-methoxy-4-methylphenylcarbamoyl)cyclohexyl)-N,7-dimethyl-3-oxoisoindoline-5-carboxamide COC=1C=C(C=CC1C)NC(=O)C1CCC(CC1)N1CC2=C(C=C(C=C2C1=O)C(=O)NC)C